FC1=CC=C(C=C1)C(C1CN(CCC1)C(OC1=CC=CC=C1)=NC#N)C1=CC=C(C=C1)F phenyl 3-(bis(4-fluorophenyl)methyl)-N-cyanopiperidine-1-carbimidate